ClC=1C(=CC=C2N=CC(=NC12)C=1C=NN(C1)C1CC(C1)N1CC(C1)OC)OC=1C=CC2=C(NC(=N2)C)C1 8-chloro-2-(1-((1r,3r)-3-(3-methoxyazetidin-1-yl)cyclobutyl)-1H-pyrazol-4-yl)-7-((2-methyl-1H-benzo[d]imidazol-6-yl)oxy)quinoxaline